methyl 2-(5-bromo-3-oxo-1-{[2-(trimethylsilyl)ethoxy]methyl}-2,3-dihydro-1H-isoindol-2-yl)acetate BrC=1C=C2C(N(C(C2=CC1)COCC[Si](C)(C)C)CC(=O)OC)=O